β-isorenieratene CC1=C(C(CCC1)(C)C)/C=C/C(=C/C=C/C(=C/C=C/C=C(\C)/C=C/C=C(\C)/C=C/C2=C(C=CC(=C2C)C)C)/C)/C